CC1=CC(=NC(=N1)N1C[C@@H](CC1)COC1=C(C=CC=C1)C(F)(F)F)C(=O)N |r| (+-)-6-methyl-2-(3-((2-(trifluoromethyl)phenoxy)methyl)pyrrolidin-1-yl)pyrimidine-4-carboxamide